N1(CCCC1)C1=C(C=CC(=C1)C(F)(F)F)CC1CCN(CC1)C(=O)N1C[C@@H]2[C@@H](OCC(N2)=O)CC1 (4aR,8aS)-6-[4-[[2-pyrrolidin-1-yl-4-(trifluoromethyl)phenyl]methyl]piperidine-1-carbonyl]-4,4a,5,7,8,8a-hexahydropyrido[4,3-b][1,4]oxazin-3-one